CC=1SC2=C(N1)C=CC(=C2)N2C=CC1=CC=CC(=C21)C#N 2-methyl-1,3-benzothiazol-6-yl-1H-indole-7-carbonitrile